5-bromo-6-fluoro-N-[(3-fluoro-2-pyridyl)methyl]-1,1-dioxo-2H-1,2,4-benzothiadiazin-3-amine BrC1=C(C=CC2=C1N=C(NS2(=O)=O)NCC2=NC=CC=C2F)F